N-(5-((4-chlorobenzyl)oxy)-1,3,4-thiadiazol-2-yl)-2-(3-methylmorpholino)-nicotinamide ClC1=CC=C(COC2=NN=C(S2)NC(C2=C(N=CC=C2)N2C(COCC2)C)=O)C=C1